C(C)(C)(C)OC(=O)N1CC(=CC1)C(=O)NNC(=O)[C@@]12CN(C[C@]2(C1)C(F)(F)F)C1=C2C=CC=NC2=C(C=C1)C#N 3-(2-((1S,5R)-3-(8-cyanoquinolin-5-yl)-5-(trifluoromethyl)-3-azabicyclo[3.1.0]hexane-1-carbonyl)hydrazine-1-carbonyl)-2,5-dihydro-1H-pyrrole-1-carboxylic acid tert-butyl ester